[Si](C)(C)(C(C)(C)C)OC[C@H](C)N1N=C(C(=C1CN[C@H](CO)C)I)OCC (S)-2-(((1-((S)-1-((tert-butyldimethylsilyl)oxy)propan-2-yl)-3-ethoxy-4-iodo-1H-pyrazol-5-yl)methyl)amino)propan-1-ol